3-phenyl-propionic acid isopropyl ester C(C)(C)OC(CCC1=CC=CC=C1)=O